CC1CNC2=C(C=CC=C12)C 3,7-dimethylindoline